7-(7-Methoxy-1H-imidazo[4,5-c][1,8]naphthyridin-1-yl)-3,4-dihydroisoquinoline-2(1H)-sulfonamide COC=1C=CC=2C3=C(C=NC2N1)N=CN3C3=CC=C1CCN(CC1=C3)S(=O)(=O)N